1-(2-(2-(5-(1-(3,5-dichloropyridin-4-yl)ethoxy)-1H-indazol-3-yl)-4,6-Dihydropyrrolo[3,4-d]Imidazol-5(1H)-yl)-2-oxoethyl)pyrrolidine-3-carbonitrile ClC=1C=NC=C(C1C(C)OC=1C=C2C(=NNC2=CC1)C1=NC2=C(N1)CN(C2)C(CN2CC(CC2)C#N)=O)Cl